1-((1,5-dimethyl-1H-pyrazol-3-yl)methyl)-3-methyl-2-oxo-N-(2,4,6-trifluorobenzyl)-1,2,3,4-tetrahydroquinazoline-7-carboxamide CN1N=C(C=C1C)CN1C(N(CC2=CC=C(C=C12)C(=O)NCC1=C(C=C(C=C1F)F)F)C)=O